NCC1=CC=CC2=CC=CC=C12 aminomethyl-naphthalene